N=1C=NN2C1C=CC(=C2)C=2C=CN1N=C(N=C(C12)OC)N[C@H]1C(CN(CC1)C)(F)F (R)-5-([1,2,4]Triazolo[1,5-a]pyridin-6-yl)-N-(3,3-difluoro-1-methylpiperidin-4-yl)-4-methoxypyrrolo[2,1-f][1,2,4]triazin-2-amine